tri(dimethylamino)cyclopentadienylzirconium CN(C)[Zr](C1C=CC=C1)(N(C)C)N(C)C